C(C)(=O)O.FC(C(=O)NC1CNCC(C1)F)(F)F 2,2,2-Trifluoro-N-(5-fluoropiperidin-3-yl)acetamide, acetic acid salt